6-(3-methylimidazo[1,5-a]pyridin-6-yl)-N2-[1-methyl-1-(2-pyridyl)ethyl]-1,3,5-triazine-2,4-diamine CC1=NC=C2N1C=C(C=C2)C2=NC(=NC(=N2)NC(C)(C2=NC=CC=C2)C)N